N-[5-(2,2-difluoroethoxy)-4,6-dimethoxy-pyrimidin-2-yl]-5-(3-methyl-2-pyridyl)-1H-pyrrole-3-sulfonamide FC(COC=1C(=NC(=NC1OC)NS(=O)(=O)C1=CNC(=C1)C1=NC=CC=C1C)OC)F